N[C-]1C=CC=C1.[C-]1(C=CC=C1)N.[Fe+2] 1,1'-Diaminoferrocen